3-[(2-oxo-2-phenylethyl)sulfanyl]-5-propyl-[1,2,4]triazolo[4,3-a]pyrimidin-7(8H)-one O=C(CSC1=NN=C2N1C(=CC(N2)=O)CCC)C2=CC=CC=C2